tert-butyl (2-(4-((4-((4-(4-cyano-6-methylpyrimidin-2-yl)piperazin-1-yl)sulfonyl)phenyl)carbamoyl)-3-(methylsulfonamido)-1H-pyrazol-1-yl)ethyl)carbamate C(#N)C1=NC(=NC(=C1)C)N1CCN(CC1)S(=O)(=O)C1=CC=C(C=C1)NC(=O)C=1C(=NN(C1)CCNC(OC(C)(C)C)=O)NS(=O)(=O)C